tert-butyl 4-[3-(benzyloxy)-6-{5-[(3-bromopropoxy)carbonyl]-2,3-dimethoxyphenoxy}hexyl]-1,4-diazepane-1-carboxylate C(C1=CC=CC=C1)OC(CCN1CCN(CCC1)C(=O)OC(C)(C)C)CCCOC1=C(C(=CC(=C1)C(=O)OCCCBr)OC)OC